3-((5-(4-(1,3-dioxolan-2-yl)piperidin-1-yl)pyridin-2-yl)amino)piperidine O1C(OCC1)C1CCN(CC1)C=1C=CC(=NC1)NC1CNCCC1